2-(6-(trifluoromethyl)pyridin-3-yl)-3-azabicyclo[3.1.0]hexane FC(C1=CC=C(C=N1)C1C2CC2CN1)(F)F